COC(C1=CC(=NC=C1)N1CCNCC1)=O.COC(C1=CC=CC=C1)(C1=CC=CC=C1)[C@@H]1NCCC1 (R)-2-(methoxybenzhydryl)pyrrolidine methyl-2-(piperazin-1-yl)isonicotinate